2,3,4,5,6-pentafluorophenylalanine FC1=C(C[C@H](N)C(=O)O)C(=C(C(=C1F)F)F)F